6'-(4-(3,6-dimethyl-9H-carbazol-9-yl)phenyl)-4'-(pyridin-4-yl)-[1,1':2',1''-terphenyl] CC=1C=CC=2N(C3=CC=C(C=C3C2C1)C)C1=CC=C(C=C1)C=1C=C(C=C(C1C1=CC=CC=C1)C1=CC=CC=C1)C1=CC=NC=C1